(3-bromo-2-fluorophenyl)(oxazol-4-yl)methanol BrC=1C(=C(C=CC1)C(O)C=1N=COC1)F